C(C)(C)(C)OC(=O)N1CCC12CCNCC2 1,7-diazaspiro[3.5]Nonane-1-carboxylic acid tert-butyl ester